3-{4-chloro-1H-pyrazolo[3,4-b]pyridin-6-yl}-2,5-dihydro-1H-pyrrole-1-carboxylic acid tert-butyl ester C(C)(C)(C)OC(=O)N1CC(=CC1)C1=CC(=C2C(=N1)NN=C2)Cl